((5-(methoxycarbonyl)furan-2-yl)methyl)-3,6-dihydropyridine-1(2H)-carboxylic acid tert-butyl ester C(C)(C)(C)OC(=O)N1C(CC=CC1)CC=1OC(=CC1)C(=O)OC